5-(2-(4-((3-chloro-5-(hydroxymethyl)benzyl)amino)butoxy)ethoxy)benzo[c][2,6]naphthyridine ClC=1C=C(CNCCCCOCCOC2=NC3=C(C4=CN=CC=C24)C=CC=C3)C=C(C1)CO